tert-butyl (E)-(3-(4,4,5,5-tetramethyl-1,3,2-dioxaborolan-2-yl)allyl)-carbamate CC1(OB(OC1(C)C)/C=C/CNC(OC(C)(C)C)=O)C